O=C1C=C(C[C@@H](N1C(=O)OC(C)(C)C)C(=O)OC(C)(C)C)OS(=O)(=O)C(F)(F)F di-tert-butyl (R)-6-oxo-4-(((trifluoromethyl) sulfonyl) oxy)-3,6-dihydropyridine-1,2(2H)-dicarboxylate